CC1C=2N(CCN1C(=O)[O-])N=CC2 4-methyl-6,7-dihydropyrazolo[1,5-a]pyrazine-5(4H)-carboxylate